tert-butyl 4-[2,6-dimethyl-5-[2-[3-methyl-5-(1-piperidylsulfonyl)indol-1-yl]propanoylamino] phenyl]piperazine-1-carboxylate CC1=C(C(=C(C=C1)NC(C(C)N1C=C(C2=CC(=CC=C12)S(=O)(=O)N1CCCCC1)C)=O)C)N1CCN(CC1)C(=O)OC(C)(C)C